N-((2S)-1,1-dicyclopropyl-3-((4-((2S)-1-((1-cyclopropyl-2,2,2-trifluoroethyl)amino)-1-oxopropan-2-yl)-2-fluorophenyl)amino)-3-oxopropan-2-yl)-1-isopropyl-1H-pyrazole-5-carboxamide C1(CC1)C([C@@H](C(=O)NC1=C(C=C(C=C1)[C@@H](C(=O)NC(C(F)(F)F)C1CC1)C)F)NC(=O)C1=CC=NN1C(C)C)C1CC1